(6R)-6-{[2-(4-fluorophenyl)[1,2,4]triazolo[1,5-c]quinazolin-5-yl]amino}-1,4-diazepan-5-one FC1=CC=C(C=C1)C1=NN2C(=NC=3C=CC=CC3C2=N1)N[C@H]1C(NCCNC1)=O